3,3-difluoro-1-methyl-2-oxo-2,3-dihydro-1H-pyrrolo[2,3-b]pyridine-5-sulfonyl chloride FC1(C(N(C2=NC=C(C=C21)S(=O)(=O)Cl)C)=O)F